NC1=NC(=NC(=N1)NCC1=CC2=CC=CC=C2C=C1)N1CCC2(CC(NC2)C(=O)O)CC1 8-(4-amino-6-((naphthalen-2-ylmethyl)amino)-1,3,5-triazin-2-yl)-2,8-diazaspiro[4.5]decane-3-carboxylic acid